3-(5-bromopyrazin-2-yl)oxetan-3-amine BrC=1N=CC(=NC1)C1(COC1)N